FC1=C(C=C(C=N1)NC=C1C(OC(OC1=O)(C)C)=O)OC 5-{[(6-fluoro-5-methoxypyridin-3-yl)amino]methylidene}-2,2-dimethyl-1,3-dioxane-4,6-dione